ClC1=NC=C(C(=C1)C1=C(C=NC(=C1)C)C(=O)NC=1SC=2N=C(N=C(C2N1)C)N1CCC(CC1)O)OC 2'-chloro-N-[5-(4-hydroxypiperidin-1-yl)-7-methyl-[1,3]thiazolo[5,4-d]pyrimidin-2-yl]-5'-methoxy-6-methyl-[4,4'-bipyridine]-3-carboxamide